2-(((R)-pyrrolidin-3-yl)amino)-1-((R)-2-((3aS,4S,6S,7aR)-3a,5,5-trimethylhexahydro-4,6-methanobenzo[d][1,3,2]dioxaborol-2-yl)pyrrolidin-1-yl)ethan-1-one N1C[C@@H](CC1)NCC(=O)N1[C@@H](CCC1)B1O[C@@]2([C@H](O1)C[C@H]1C([C@@H]2C1)(C)C)C